C1(CC1)C=1N=CN(C1)C=1C(=CC(=C(C(=O)O)C1)F)C 5-(4-cyclopropyl-1H-imidazol-1-yl)-2-fluoro-4-methylbenzoic acid